4-(5-(3-((3S,4R)-4-(3,4-difluorophenyl)-1-(2-methoxyethyl)pyrrolidin-3-yl)ureido)-1-methyl-1H-pyrazol-3-yl)benzoic acid FC=1C=C(C=CC1F)[C@H]1[C@@H](CN(C1)CCOC)NC(NC1=CC(=NN1C)C1=CC=C(C(=O)O)C=C1)=O